ClC=1C=NC(=NC1)N1CCC(CC1)CCCOC1=CC(=C(C=C1)CC(=O)NCCCCC[N+](CC)(CC)CC)F 5-[[2-[4-[3-[1-(5-chloropyrimidin-2-yl)-4-piperidinyl]propoxy]-2-fluoro-phenyl]acetyl]amino]pentyl-triethylammonium